O=C1C2(C=3C(=NC=CC3)N1)CC1=C(N=C(S1)C(=O)OC)C2 Methyl 2'-oxo-1',2',4,6-tetrahydrospiro[cyclopenta[d]thiazole-5,3'-pyrrolo[2,3-b]pyridine]-2-carboxylate